FC=1C=C(C=C(C1)C(F)(F)F)[C@@H]1[C@@H](N(C(O1)=O)C(CCC1=CN=CC2=CC=CC=C12)=O)C (4S,5R)-5-[3-fluoro-5-(trifluoromethyl)phenyl]-3-(3-isoquinolin-4-ylpropanoyl)-4-methyl-1,3-oxazolidin-2-one